5-{2-[2-(2,4-dichloroquinoline-8-sulfonamido)phenyl]ethynyl}pyridine-2-carboxylic acid ClC1=NC2=C(C=CC=C2C(=C1)Cl)S(=O)(=O)NC1=C(C=CC=C1)C#CC=1C=CC(=NC1)C(=O)O